[NH2+](C(C(=O)O)CC(=O)O)C(C(=O)O)CC(=O)O iminiodisuccinic acid